C(C)S(=O)(=O)C=1C=CC(=NC1N1CC=2C=NC(=CC2C1=O)C(F)(F)F)N(C(CC)=O)C N-[5-ethylsulfonyl-6-[1-oxo-6-(trifluoromethyl)-3H-pyrrolo[3,4-c]pyridin-2-yl]-2-pyridyl]-N-methyl-propanamide